γ-phenyl-ε-caprolactone C1(=CC=CC=C1)C1CCC(=O)OCC1